9,9',9'',9'''-((4-(2-(pyridin-2-yl)phenyl)pyridine-2,3,5,6-tetrayl)tetrakis(benzene-4,1-diyl))tetrakis(9H-carbazole-3-carbonitrile) N1=C(C=CC=C1)C1=C(C=CC=C1)C1=C(C(=NC(=C1C1=CC=C(C=C1)N1C2=CC=CC=C2C=2C=C(C=CC12)C#N)C1=CC=C(C=C1)N1C2=CC=CC=C2C=2C=C(C=CC12)C#N)C1=CC=C(C=C1)N1C2=CC=CC=C2C=2C=C(C=CC12)C#N)C1=CC=C(C=C1)N1C2=CC=CC=C2C=2C=C(C=CC12)C#N